2-(4-bromo-2-(1,1-difluoroethyl)phenoxy)-3-fluoropropanoic acid BrC1=CC(=C(OC(C(=O)O)CF)C=C1)C(C)(F)F